CC1C=CC(CCC1C)=O 4,5-dimethyl-2-cycloheptenone